FC1=CC=C(OCC2N(C3CC(C2C)C3)C(=O)C3=NC(=CC=C3N3N=NC(=C3)C)C)C=C1 3-[(4-fluorophenoxy)methyl]-4-methyl-2-[6-methyl-3-(4-methyl-1H-1,2,3-triazol-1-yl)pyridine-2-carbonyl]-2-azabicyclo[3.1.1]heptane